BrC1=CC=C(C=C1)CC1OCC(O1)C=O 2-[(4-bromophenyl)methyl]-1,3-dioxolane-4-carbaldehyde